C(C)OCC1CC(NCC1)=O 4-(ethoxymethyl)piperidin-2-one